1,7-bis(t-butoxycarbonylmethyl)-1,4,7,10-tetraazacyclododecane C(C)(C)(C)OC(=O)CN1CCNCCN(CCNCC1)CC(=O)OC(C)(C)C